4-phenyl-alpha-D-mannopyranose C1(=CC=CC=C1)[C@@]1([C@@H]([C@@H]([C@@H](O)O[C@@H]1CO)O)O)O